(5R,6R)-2-amino-6-((R)-5H-imidazo[5,1-a]isoindol-5-yl)-5,6,7,8-tetrahydroquinolin-5-ol NC1=NC=2CC[C@@H]([C@H](C2C=C1)O)[C@H]1N2C(C3=CC=CC=C13)=CN=C2